1-benzyl-1-((1R,5R)-8-butyl-8-azabicyclo[3.2.1]octan-3-yl)-3-(3,4-dichlorophenyl)urea C(C1=CC=CC=C1)N(C(=O)NC1=CC(=C(C=C1)Cl)Cl)C1C[C@H]2CC[C@H](C1)N2CCCC